CC1=C(C(=O)N[C@H](C)C2=CC(=NC3=CC=CC=C23)C=2C=NN(C2)C)C=CC(=C1)CC(=O)NC=1N=CSC1C (R)-2-methyl-N-(1-(2-(1-methyl-1H-pyrazol-4-yl)quinolin-4-yl)ethyl)-4-(2-((5-methylthiazol-4-yl)amino)-2-oxoethyl)benzamide